5-((((1r,2s)-2-hydroxycyclopentyl)amino)-methyl)-1H-indole-1-carboxylic acid tert-butyl ester C(C)(C)(C)OC(=O)N1C=CC2=CC(=CC=C12)CN[C@H]1[C@H](CCC1)O